6-(2,5-dioxo-2,5-dihydro-1H-pyrrol-1-yl)N-(prop-2-yn-1-yl)hexanamide potassium [K].O=C1N(C(C=C1)=O)CCCCCC(=O)NCC#C